BrC1=CC=C2C(C(N(C2=C1)COCC[Si](C)(C)C)=O)(F)F 6-bromo-3,3-difluoro-1-(2-trimethylsilylethoxymethyl)indolin-2-one